CC1=NC=2C[C@H]3[C@](CC2C=N1)([C@H]1CC[C@]2([C@H]([C@@H]1[C@H]([C@@H]3O)O)CCC2=C)C)C (3aS,3bR,4R,5R,5aS,11aR,11bS,13aS)-8,11a,13a-trimethyl-1-methylene-2,3,3a,3b,4,5,5a,6,11,11a,11b,12,13,13a-tetradecahydro-1H-cyclopenta[5,6]naphtho[1,2-g]quinazoline-4,5-diol